C(C)OC(C(=O)NCC1=NC=C(N=C1)C)=O 2-[(5-methylpyrazin-2-yl)methylamino]-2-oxo-acetic acid ethyl ester